2-(Dimethylamino)-N-methyl-N-[(1s,4s)-4-{2-[(2-methoxyphenyl)amino]-7-oxo-5-[2-(triisopropylsilyl)ethynyl]pyrido[2,3-d]pyrimidin-8-yl}cyclohexyl]acetamide CN(CC(=O)N(C1CCC(CC1)N1C(C=C(C2=C1N=C(N=C2)NC2=C(C=CC=C2)OC)C#C[Si](C(C)C)(C(C)C)C(C)C)=O)C)C